4-(((4-oxochroman-7-yl)oxy)(pyridin-4-yl)methyl)-1-naphthonitrile O=C1CCOC2=CC(=CC=C12)OC(C1=CC=C(C2=CC=CC=C12)C#N)C1=CC=NC=C1